ClC(SC1=C(C=CC=C1)C1=CC=CC=C1)(Cl)Cl 2-(trichloromethylthio)biphenyl